methyl 1-[2,6-dimethoxy-4-[7-(1-methylpyrazol-4-yl)imidazo[1,2-a]pyridin-3-yl] benzoyl]azetidine-3-carboxylate COC1=C(C(=O)N2CC(C2)C(=O)OC)C(=CC(=C1)C1=CN=C2N1C=CC(=C2)C=2C=NN(C2)C)OC